6-acetyl-8-cyclopentyl-5-methyl-2-[[5-(4-tetradecanoylpiperazin-1-yl)-2-pyridinyl]amino]pyrido[2,3-d]pyrimidin-7-one C(C)(=O)C1=C(C2=C(N=C(N=C2)NC2=NC=C(C=C2)N2CCN(CC2)C(CCCCCCCCCCCCC)=O)N(C1=O)C1CCCC1)C